1-(2,4-difluorophenyl)-3-(4-fluorophenyl)-N-(5-hydroxy-4,4-dimethylpentyl)-5-methyl-4-(1-methyl-1H-pyrazol-4-yl)-4,5-dihydro-1H-pyrazole-5-carboxamide FC1=C(C=CC(=C1)F)N1N=C(C(C1(C(=O)NCCCC(CO)(C)C)C)C=1C=NN(C1)C)C1=CC=C(C=C1)F